14-hydroxy-eicosapentaenoic acid OC(CCC=CC=CC=CC=CC=CC(=O)O)CCCCCC